C(C)(C)(C)NC(C=C)=O.[Li] lithium N-t-butylacrylamide